(1r,4r)-N1-(5-Fluoro-4-(6-(pyridin-3-ylamino)imidazo[1,2-a]pyridin-3-yl)pyrimidin-2-yl)cyclohexane-1,4-diamine FC=1C(=NC(=NC1)NC1CCC(CC1)N)C1=CN=C2N1C=C(C=C2)NC=2C=NC=CC2